N-methoxypropionamide CONC(CC)=O